COC1=CC(=NC=C1)NN p-methoxypyridylhydrazine